CC=1N(C=CN1)CC1=CC=C(CO)C=C1 4-((2-methyl-1H-imidazol-1-yl)methyl)benzyl alcohol